COC=1C=C(CN2CC(NC3=C(C2=O)C=C(C=C3C3=C(C=C(C=C3)F)C)CN3C(OC=C3)=N)=O)C=C(C1)OC 4-(3,5-Dimethoxybenzyl)-9-(4-fluoro-2-methylphenyl)-7-((2-iminooxazol-3(2H)-yl)methyl)-3,4-dihydro-1H-benzo[e][1,4]diazepine-2,5-dione